1-(1-chloro-cyclopropyl)ethanone ClC1(CC1)C(C)=O